(1-(2-(4-chlorophenyl)acetyl)piperidin-4-yl)-7-(trifluoromethyl)-1H-benzo[d]imidazol-2(3H)-one ClC1=CC=C(C=C1)CC(=O)N1CCC(CC1)N1C(NC2=C1C(=CC=C2)C(F)(F)F)=O